(S)-1-((2-oxabicyclo[2.1.1]hexan-1-yl)methyl)-2-((4-(3-(4-chloro-2-fluorophenyl)-2,3-dihydrobenzo[b][1,4]dioxin-5-yl)piperidin-1-yl)methyl)-1H-benzo[d]imidazole-6-carboxylic acid C12(OCC(C1)C2)CN2C(=NC1=C2C=C(C=C1)C(=O)O)CN1CCC(CC1)C1=CC=CC=2OC[C@@H](OC21)C2=C(C=C(C=C2)Cl)F